NC1=C(C=CC(=C1)Cl)C1=CC(=CC(=C1)C(=O)NCCO)C1=CC=C(C=C1)S(N)(=O)=O amino-4-chloro-N-(2-hydroxyethyl)-4''-sulfamoyl-[1,1':3',1''-terphenyl]-5'-carboxamide